N[C@H](C(=O)NC)[C@@H](C)OCC1=CC=CC=C1 (2S,3R)-2-amino-3-(benzyloxy)-N-methylbutanamide